C(CCC)OC(C(C)OC(CCC)=O)=O (1-butoxy-1-oxopropan-2-yl)butanoate